2-Chloro-N-(2-{4-[(4-cyano-3-methyl-1,2-thiazol-5-yl)oxy]piperidin-1-yl}-2-[4-(difluoromethyl)-1,3-thiazol-5-yl]ethyl)-6-fluorobenzamide ClC1=C(C(=O)NCC(C2=C(N=CS2)C(F)F)N2CCC(CC2)OC2=C(C(=NS2)C)C#N)C(=CC=C1)F